4-(tert-butyl)benzene-1,2-diol C(C)(C)(C)C=1C=C(C(=CC1)O)O